4-(5-bromo-2-methoxyphenyl)-5-chloroquinazoline-4,6-diamine BrC=1C=CC(=C(C1)C1(NC=NC2=CC=C(C(=C12)Cl)N)N)OC